C(C1=CC=CC=C1)OC([C@@H]1[C@@H]([C@@H]([C@H]([C@@H](O)O1)O)O)O)O 6-benzyloxy-alpha-D-galactose